CC1=C(SC=C1)C(=O)[NH-] (3-methyl-thiophene-2-carbonyl)-amide